N-[(6-benzylsulfonyl-6-azaspiro[2.5]octan-2-yl)methyl]-1,3-dihydropyrrolo[3,4-c]pyridine-2-carboxamide C(C1=CC=CC=C1)S(=O)(=O)N1CCC2(C(C2)CNC(=O)N2CC=3C=NC=CC3C2)CC1